N=1N=CN2C=NC(=CC21)OC2=C(C=C(C=C2)NC2=NC=NC1=CC=C(C=C21)C=2OC=CC2)C N-(4-([1,2,4]triazolo[4,3-c]pyrimidin-7-yloxy)-3-methylphenyl)-6-(furan-2-yl)-quinazolin-4-amine